O=C1NC(CCC1N1C(C2=CC=CC(=C2C1)CCCCCN1CCC(CC1)(C#N)C1=CC=C(C=C1)OCCOC)=O)=O 1-(5-(2-(2,6-dioxopiperidin-3-yl)-1-oxoisoindolin-4-yl)pentyl)-4-(4-(2-methoxyethoxy)phenyl)piperidine-4-carbonitrile